3-methyl-4-nitro-1-(2,2,2-trifluoroethyl)-1H-pyrazole CC1=NN(C=C1[N+](=O)[O-])CC(F)(F)F